N[C@@H](CNCC1=CC(=NC=C1F)NC([C@H](C1CCC(CC1)C)NC(OC(C)(C)C)=O)=O)C(F)(F)F Tert-butyl ((S)-2-((4-((((S)-2-amino-3,3,3-trifluoropropyl)amino)-methyl)-5-fluoro-pyridin-2-yl)amino)-1-((1r,4S)-4-methylcyclohexyl)-2-oxoethyl)carbamate